S1C=NC2=C1C=CC(=C2)NC2=C1C(=NC=C2)SC(=C1)[C@H]1[C@H](N(CCC1)C(C)=O)C 1-((2R,3R)-3-(4-(benzo[d]thiazol-5-ylamino)thieno[2,3-b]pyridin-2-yl)-2-methylpiperidin-1-yl)ethan-1-one